3,3-dimethyl-4-methoxybenzophenone CC1(CC(C(=O)C2=CC=CC=C2)=CC=C1OC)C